[2H]C(C(=O)C1=C(C(=CC=C1)C(F)(F)F)F)([2H])[2H] 2,2,2-trideuterio-1-[2-fluoro-3-(trifluoromethyl)phenyl]ethanone